C(C)(C)(C)OC(N[C@@H]1[C@@H](OCC12CCN(CC2)C2=NC(=CC(=N2)C#N)C)C)=O ((3S,4S)-8-(4-cyano-6-methylpyrimidin-2-yl)-3-methyl-2-oxa-8-azaspiro[4.5]decan-4-yl)carbamic acid tert-butyl ester